(R)-1-(3-((3-chloro-6-((1-(difluoromethyl)-1H-pyrazol-4-yl)amino)-1H-pyrazolo[3,4-d]pyrimidin-4-yl)amino)piperidin-1-yl)prop-2-en-1-one ClC1=NNC2=NC(=NC(=C21)N[C@H]2CN(CCC2)C(C=C)=O)NC=2C=NN(C2)C(F)F